2-methylcyclopentene CC1=CCCC1